OC1=NC=CC=C1C#CC=1C=C(C=NC1)C(=O)N1CCN(CC1)C1=C(C(=O)NC2=CC=C(C=C2)OC)C=CC=C1 [4-[5-[2-(Hydroxypyridin-3-yl)ethynyl]pyridine-3-carbonyl]piperazin-1-yl]-N-(4-methoxyphenyl)benzamide